(3aR,4S,7R,7aS)-2,3,3a,4,7,7a-hexahydro-1H-4,7-ethanoisoindole C1NC[C@@H]2[C@@H]3C=C[C@H]([C@H]12)CC3